rac-(1R,3R)-3-aminocyclopentane-1-carbonitrile N[C@H]1C[C@@H](CC1)C#N |r|